CC1=C(C=CC(=C1)[N+](=O)[O-])N1CCN(CC1)C(=O)OC(C)(C)C tert-butyl 4-(2-methyl-4-nitro-phenyl)piperazine-1-carboxylate